3-Bromo-6-isopropyl-pyridinecarbonitrile BrC=1C(=NC(=CC1)C(C)C)C#N